C(C1=CC=CC=C1)(=O)C=1C(OC2=CC(=CC(=C2C1)OCCC)OCCC)=O 3-benzoyl-5,7-dipropyloxycoumarin